N-(1-cyclopropyl-2-oxo-1,2-dihydropyridin-3-yl)-6-isopropoxy-2-((1S,4S)-1-methyl-2-oxabicyclo[2.2.1]heptan-4-yl)-2H-pyrazolo[3,4-b]pyridine-5-carboxamide C1(CC1)N1C(C(=CC=C1)NC(=O)C1=CC=2C(N=C1OC(C)C)=NN(C2)[C@@]21CO[C@@](CC2)(C1)C)=O